C(CCNCC=1OC=C(C(C1)=O)O)NCC=1OC=C(C(C1)=O)O 2,2'-[propane-1,3-diylbis(iminomethanediyl)]bis(5-hydroxy-4H-pyran-4-one)